1,7-bis-triethoxysilylheptane C(C)O[Si](CCCCCCC[Si](OCC)(OCC)OCC)(OCC)OCC